FC(C=1N=C(SC1)C1=C(C(=O)[O-])C=CC=C1)(F)F 2-[4-(trifluoromethyl)thiazol-2-yl]benzoate